CN1C(=NC(=C1)C(=O)O)CNC 1-methyl-2-((methylamino)methyl)-1H-imidazole-4-carboxylic acid